C(CCCCCCCCCCCCCCCCCCCCCCC)N=C=O tetracosyl isocyanate